COCCOC1CCC(CC1)NC(C1=NC(=CC(=C1)C=1C=NN(C1)C)C1=CN=CS1)=O N-((1r,4r)-4-(2-methoxyethoxy)cyclohexyl)-4-(1-methyl-1H-pyrazol-4-yl)-6-(thiazol-5-yl)picolinamide